CN1N=C(C(=C1C)C=1C=NC=2CCN(CC2C1)C=1C(=C(C=2N(N1)C(=NN2)C)C)C)C 3-(1,3,5-trimethylpyrazol-4-yl)-6-(3,7,8-trimethyl-[1,2,4]triazolo[4,3-b]pyridazin-6-yl)-7,8-dihydro-5H-1,6-naphthyridine